N-(4-(2-(butylamino)-7-(1-isobutyrylpiperidin-4-yl)-7H-pyrrolo[2,3-d]pyrimidin-5-yl)phenyl)-6-cyano-5-cyclopropyl-1-(4-fluorophenyl)-2-oxo-1,4-dihydropyridine-3-carboxamide C(CCC)NC=1N=CC2=C(N1)N(C=C2C2=CC=C(C=C2)NC(=O)C2C(N(C(=C(C2)C2CC2)C#N)C2=CC=C(C=C2)F)=O)C2CCN(CC2)C(C(C)C)=O